N-[6-[2-(3,5-difluoro-2-pyridyl)-2-methyl-propionyl]-3-pyridyl]-2-(4-ethylsulfonylphenyl)acetamide FC=1C(=NC=C(C1)F)C(C(=O)C1=CC=C(C=N1)NC(CC1=CC=C(C=C1)S(=O)(=O)CC)=O)(C)C